(4-(1-(azetidin-3-yl)-4-(trifluoromethyl)-1H-imidazol-2-yl)benzyl)-2-(2-isopropylphenyl)-7,9-dihydro-8H-purin-8-one N1CC(C1)N1C(=NC(=C1)C(F)(F)F)C1=CC=C(CN2C3=NC(=NC=C3NC2=O)C2=C(C=CC=C2)C(C)C)C=C1